[Cu]=O.[Cs] cesium copper oxide